NCC=1C=C(C[C@H](N)C(=O)O)C=CC1 3-aminomethylphenylalanine